ClC(CCCCCl)(Cl)Cl 1,1,1,5-tetrachloropentane